C(C)OC(=O)C=1SC=CC1C=1C=C(C=C(C1)S(NC1=C(C=CC=C1)N1CCN(CC1)C(=O)C=1SC=CC1Br)(=O)=O)C 5-(N-(2-(4-(3-bromothiophene-2-carbonyl)piperazin-1-yl)phenyl)sulfamoyl)-3-tolylthiophene-2-carboxylic acid ethyl ester